N=1N(N=C2C1C=CC=C2)C2=C(C(=CC(=C2)C(C)(C)C)C(C)CC)O 2-(Benzotriazol-2-yl)-6-butan-2-yl-4-tertbutyl-phenol